FC(S(=O)(=O)OC1=NN(CC1)C(=O)C1CC1)(F)F 1-(cyclopropanecarbonyl)-4,5-dihydro-1H-pyrazol-3-yl trifluoromethanesulfonate